O=C1C(=C2C(=NN1)C(CC2)N2CC(C2)(C#N)C(=O)N2CCN(CC2)C2=NC=C(C=N2)C(F)(F)F)C(F)(F)F 1-(3-oxo-4-(trifluoromethyl)-3,5,6,7-tetrahydro-2H-cyclopenta[c]pyridazin-7-yl)-3-(4-(5-(trifluoromethyl)pyrimidin-2-yl)piperazine-1-carbonyl)azetidine-3-carbonitrile